4-(2,4-dimethylpyrimidin-5-yl)-2-hydroxycyclohepta-2,4,6-trien-1-one CC1=NC=C(C(=N1)C)C=1C=C(C(C=CC1)=O)O